4-(2-(naphthalen-1-yloxy)ethoxy)quinoline-2-carboxylic acid C1(=CC=CC2=CC=CC=C12)OCCOC1=CC(=NC2=CC=CC=C12)C(=O)O